NC1=NC=CC(=C1Cl)OC1=C(C=C(C=C1)NC(=O)C=1N=C(N(C1C)C1=CC=CC=C1)C)F N-(4-((2-amino-3-chloropyridin-4-yl)oxy)-3-fluorophenyl)-2,5-dimethyl-1-phenyl-1H-imidazole-4-carboxamide